tributyl-(prop-1-ynyl)stannane C(CCC)[Sn](C#CC)(CCCC)CCCC